COC1=CC=C(C=C1)C(=O)C1OC(OC1C1=CC=CC=C1)=O 4-((4-methoxyphenyl)formyl)-5-phenyl-1,3-dioxolan-2-one